2-chloro-N-(5-(dimethylamino)-2-(ethylamino)benzyl)-N-(furan-2-ylmethyl)benzamide ClC1=C(C(=O)N(CC=2OC=CC2)CC2=C(C=CC(=C2)N(C)C)NCC)C=CC=C1